2-methylene-4-oxo-4-((3-(4-(trifluoromethyl)phenyl)thietan-3-yl)oxy)butanoic acid C=C(C(=O)O)CC(OC1(CSC1)C1=CC=C(C=C1)C(F)(F)F)=O